N1(CCCC1)CCCC(=O)N 4-(pyrrolidin-1-yl)butanamide